COC1=CC=C(C=C1)[C@H]1[C@@H](CCCC1)O trans-2-(4-methoxyphenyl)cyclohexan-1-ol